BrC1=CC2=C(N(C=N2)C(C)C)C=C1 5-bromo-1-isopropyl-1H-benzo[d]imidazole